C(C=C)(=O)N1C[C@@H](N(CC1)C1=NC(N2C3=C(C(=C(C=C13)Cl)C1=C(C=C(C=C1)F)F)SC[C@H]2CC2CCN(CC2)C)=O)C (3R)-7-((S)-4-acryloyl-2-methylpiperazin-1-yl)-9-chloro-10-(2,4-difluorophenyl)-3-((1-methylpiperidin-4-yl)methyl)-2H-[1,4]thiazino[2,3,4-ij]quinazolin-5(3H)-one